2-(4-Ethylphenyl)-1H-benzo[d]imidazole C(C)C1=CC=C(C=C1)C1=NC2=C(N1)C=CC=C2